ClC=1C=CC(=C2C=NN(C(C12)=O)C)N(C)C1CC2(CN(C2)CCCC2=CC=3N(C=C2Cl)C=NN3)C1 8-chloro-5-((2-(3-(6-chloro-[1,2,4]triazolo[4,3-a]pyridin-7-yl)propyl)-2-azaspiro[3.3]heptan-6-yl)(methyl)amino)-2-methylphthalazin-1(2H)-one